N-(azetidin-3-yl)-4-(2-chloro-4-((3-(1-(2,2-difluoroethyl)-3-(trifluoromethyl)-1H-pyrazol-4-yl)imidazo[1,2-a]pyrazin-8-yl)amino)benzoyl)piperazine-1-carboxamide N1CC(C1)NC(=O)N1CCN(CC1)C(C1=C(C=C(C=C1)NC=1C=2N(C=CN1)C(=CN2)C=2C(=NN(C2)CC(F)F)C(F)(F)F)Cl)=O